1-[(2-chlorophenyl)methyl]-5-phenoxy-1H-pyrazole-3-carboxylic acid ethyl ester C(C)OC(=O)C1=NN(C(=C1)OC1=CC=CC=C1)CC1=C(C=CC=C1)Cl